C1(=C(OC)C=C(C=CC)C=C1)OC(C1=CC=CC=C1)=O Isoeugenylbenzoat